6-propylbenzenesulfonic acid C(CC)C1=CC=CC=C1S(=O)(=O)O